(4-acetylbicyclo[2.2.1]heptan-1-yl)carbamic acid tert-butyl ester C(C)(C)(C)OC(NC12CCC(CC1)(C2)C(C)=O)=O